di-n-butyl (1-isopropylbenzylidene)malonate C(C)(C)C1(C=C(C(=O)OCCCC)C(=O)OCCCC)CC=CC=C1